NC(CCC(=O)N)=O 4-amino-4-oxobutanamide